FC1=CC(=CC2=C1CN([C@H](CO2)C)C(=O)C2(COC2)C)C(=O)O (S)-6-fluoro-3-methyl-4-(3-methyloxetane-3-carbonyl)-2,3,4,5-tetrahydrobenzo[f][1,4]oxazepine-8-carboxylic acid